N1C=NC2=C1C=CC(=C2)C2=CN=C(N2)C2CN1C(CC3(CC3)[C@@H]1C1=C2C=2C(=C(C=NC1)Cl)C(=CC(C2)=O)F)=O |o1:22| (R*)-12-(5-(1H-Benzo[d]imidazol-5-yl)-1H-imidazol-2-yl)-7-chloro-8-fluoro-13,14-dihydro-2H-spiro[benzo[5,6]azocino[4,3-g]indolizine-3,1'-cyclopropane]-1,10(4H,12H)-dione